6-(benzyloxy)-N-methoxy-N-methyl-nicotinamide C(C1=CC=CC=C1)OC1=NC=C(C(=O)N(C)OC)C=C1